C(CCCC)OC(CCCC/C=C/CCO)OCCCCC (3E)-9,9-dipentoxy-3-nonen-1-ol